[Cu+].C1(C=CC=C1)CCP(CC)CC cyclopentadienyl-(triethylphosphine) copper (I)